ClC1=C2CCC3(CCC=4C(NC(=NC4C3)SC)=O)C2=CC=C1 4-Chloro-2'-(methylthio)-2,3,5',8'-tetrahydro-3'H-spiro[indene-1,7'-quinazolin]-4'(6'H)-one